(R)-4-chloro-5-(3-((4-(2,2-difluoro-7-azaspiro[3.5]nonan-7-yl)pyridin-2-yl)oxy)pyrrolidin-1-yl)pyridazin-3(2H)-one ClC=1C(NN=CC1N1C[C@@H](CC1)OC1=NC=CC(=C1)N1CCC2(CC(C2)(F)F)CC1)=O